O-(cyclopropylmethyl)-L-serine C1(CC1)COC[C@H](N)C(=O)O